(3R)-2'-(6-amino-5-{[1-(5-methyl-1,3-thiazol-2-yl)ethyl]oxy}pyridin-3-yl)-N-ethyl-5',6'-dihydrospiro[pyrrolidine-3,4'-pyrrolo[1,2-b]pyrazole]-1-carboxamide NC1=C(C=C(C=N1)C=1C=C2N(N1)CC[C@]21CN(CC1)C(=O)NCC)OC(C)C=1SC(=CN1)C